1-(4-(Benzyloxy)phenyl)-1H-pyrrole-3-carbaldehyde C(C1=CC=CC=C1)OC1=CC=C(C=C1)N1C=C(C=C1)C=O